thiazol-2-yl-(piperidin-4-yl)methanone S1C(=NC=C1)C(=O)C1CCNCC1